C(C)[Si](OC1C2CNCC(C1)N2C(=O)OC(C)(C)C)(CC)CC tert-butyl 6-((triethylsilyl)oxy)-3,8-diazabicyclo[3.2.1]octane-8-carboxylate